1-tridecanoyl-sn-glycero-3-phospho-L-serine C(CCCCCCCCCCCC)(=O)OC[C@@H](O)COP(=O)(O)OC[C@H](N)C(=O)O